1-(2,4-difluorophenyl)-N-(2-(2-(dimethylamino)ethylamino)-2-oxoethyl)-3-(4-fluorophenyl)-5-methyl-4-(thiophen-2-yl)-4,5-dihydro-1H-pyrazole-5-carboxamide FC1=C(C=CC(=C1)F)N1N=C(C(C1(C(=O)NCC(=O)NCCN(C)C)C)C=1SC=CC1)C1=CC=C(C=C1)F